6-bromo-N-(2,4-dimethoxybenzyl)-3-methylpyridin-2-amine BrC1=CC=C(C(=N1)NCC1=C(C=C(C=C1)OC)OC)C